C1=CC=C(C=C1)N=NC2=CC(=CC=C2)S(=O)(=O)O The molecule is azobenzene derivative carrying a single sulfonate substituent at the meta-position. It is a member of azobenzenes and an arenesulfonic acid. It is a conjugate acid of a m-azobenzenesulfonate.